O1CCOC12CCC(CC2)C=2C(=C(N)C=CC2)OC 3-{1,4-dioxaspiro[4.5]dec-8-yl}-2-methoxyaniline